Tert-butyl (2S)-2-[2-[benzyloxycarbonyl(methyl)amino]ethyl]morpholine-4-carboxylate C(C1=CC=CC=C1)OC(=O)N(CC[C@H]1CN(CCO1)C(=O)OC(C)(C)C)C